(E)-6-tetradecenal C(CCCC\C=C\CCCCCCC)=O